4-[[4-[[4-(2-cyanoethenyl)-2,6-dimethylphenyl]amino]-2-pyrimidinyl]amino]benzonitrile C(#N)C=CC1=CC(=C(C(=C1)C)NC1=NC(=NC=C1)NC1=CC=C(C#N)C=C1)C